CC1=CN(C2=CC=C(C=C12)NC(C=C)=O)C1=NC(=NC=C1C)NC1=CC=C(C=C1)OCCN1CCOCC1 N-[3-methyl-1-[5-methyl-2-[4-(2-morpholinoethoxy)anilino]pyrimidin-4-yl]indol-5-yl]prop-2-enamide